chloro-2-[3-(difluoromethyl)isoxazol-5-yl]phenyl-5-chloropyrimidin-2-yl ether ClC1=C(C(=NC(=N1)OC1=NC(=C(C(=N1)C1=C(C=CC=C1)C1=CC(=NO1)C(F)F)Cl)Cl)C1=C(C=CC=C1)C1=CC(=NO1)C(F)F)Cl